benzyl (1S,2R)-2-((1,3-dioxoisoindolin-2-yl)methyl)cyclobutylcarbamate O=C1N(C(C2=CC=CC=C12)=O)C[C@@H]1[C@H](CC1)NC(OCC1=CC=CC=C1)=O